C1=NC=CC2=CCC(C=C12)=O ISOQUINOLIN-7-ONE